(R)-4-(2-Oxo-1,4-dihydro-2H-quinazolin-3-yl)-piperidine-1-carboxylic acid [2-[1,4']bipiperidinyl-1'-yl-2-oxo-1-(2-oxo-2,3-dihydro-1H-indol-5-ylmethyl)-ethyl]-amide N1(CCCCC1)C1CCN(CC1)C([C@@H](CC=1C=C2CC(NC2=CC1)=O)NC(=O)N1CCC(CC1)N1C(NC2=CC=CC=C2C1)=O)=O